COC(=O)C1(CC1)C1=CC=C(C=C1)CCC(=O)OC(C)(C)C 1-(4-(3-(t-butoxy)-3-oxopropyl)phenyl)cyclopropane-1-carboxylic acid methyl ester